methyl 3-((7S,8S)-18-ethyl-3-((2-(2-(2-methoxyethoxy)ethoxy)ethyl)(methyl)carbamoyl)-2,5,8,12,17-pentamethyl-13-(2,5,8,11-tetraoxatridecan-12-yl)-7H,8H-porphyrin-7-yl)propanoate C(C)C1=C(C=2C=C3C(=C(C(=CC=4[C@H]([C@@H](C(=C(C5=C(C(=C(N5)C=C1N2)C)C(N(C)CCOCCOCCOC)=O)C)N4)CCC(=O)OC)C)N3)C)C(OCCOCCOCCOC)C)C